((3r,5s)-5-fluoro-1-((1s,2s,4r)-4-(4-fluorophenyl)-2-(1H-pyrazol-1-yl)cyclopentyl)piperidin-3-yl)carbamic acid tert-butyl ester C(C)(C)(C)OC(N[C@H]1CN(C[C@H](C1)F)[C@@H]1[C@H](C[C@@H](C1)C1=CC=C(C=C1)F)N1N=CC=C1)=O